3-(3-cyano-9-ethyl-6,6-dimethyl-11-oxo-6,11-dihydro-5H-benzo[b]carbazol-8-yl)benzenesulfonyl fluoride C(#N)C1=CC=C2C=3C(C4=C(C(C3NC2=C1)(C)C)C=C(C(=C4)CC)C=4C=C(C=CC4)S(=O)(=O)F)=O